[N+](=O)([O-])C=1C=C(COC2=C(C=CC=C2)C2=C(C(NC(=C2)C(F)(F)F)=O)C(=O)N)C=CC1 4-((3-nitrobenzyloxy)phenyl)-2-oxo-6-(trifluoromethyl)-1,2-dihydropyridine-3-carboxamide